C(C)OP(=O)(CC#C[Si](C)(C)C)CCCCCC(=O)OCC1=CC=CC=C1 benzyl 6-[ethoxy(3-trimethylsilylprop-2-ynyl)phosphoryl]hexanoate